NC[C@H]1CN(C(O1)=O)C1=CC(=C(C(=C1)F)N1CCN(CC1)C1COC1)F (S)-5-(aminomethyl)-3-(3,5-difluoro-4-(4-(oxetan-3-yl)piperazin-1-yl)phenyl)oxazolidin-2-one